CC1=CC=C(CN2N=C3N(CCCC3)C2=O)C=C1 (5S)-2-(4-Methylbenzyl)-3-oxo-2,3,5,6,7,8-hexahydro[1,2,4]triazolo[4,3-a]pyridin